C(CCCCCC)N(C(OCCCCC)=O)CCCCCCC pentyl N,N-diheptylcarbamate